ClC=1C=C(C=CC1Cl)C=1N=C(SC1SC(C)C)N1N=C(C(=C1C(=O)O)CC1=C(C=CC=C1)S(=O)(=O)C)C 1-(4-(3,4-dichlorophenyl)-5-(isopropylsulfanyl)thiazol-2-yl)-3-methyl-4-(2-(methylsulfonyl)benzyl)-1H-pyrazole-5-carboxylic acid